C(CC1=CC=CC=C1)OC1=CC=C(C=C1)NC(=O)C=1C=C(C=CC1)C=1C=NC(=C(C(=O)O)C1)C(F)(F)F 5-(3-((4-phenethoxyphenyl)carbamoyl)phenyl)-2-(trifluoromethyl)nicotinic acid